(2r,3s,4s,5r)-N-(2-(2-amino-2-oxoacetyl)pyridin-4-yl)-3-(3,4-difluoro-2-methoxyphenyl)-4,5-dimethyl-5-(trifluoromethyl)tetrahydrofuran-2-carboxamide NC(C(=O)C1=NC=CC(=C1)NC(=O)[C@@H]1O[C@]([C@H]([C@H]1C1=C(C(=C(C=C1)F)F)OC)C)(C(F)(F)F)C)=O